(+-)-4-(3-(2-chloro-4-(methoxymethyl)phenyl)-1,4-oxazepan-4-yl)-6-methylpyrimidin-2-amine ClC1=C(C=CC(=C1)COC)[C@@H]1COCCCN1C1=NC(=NC(=C1)C)N |r|